N1(N=CC=C1)CC1=CC=C(CN2C=NC(=C2)N)C=C1 1-(4-((1H-pyrazol-1-yl)methyl)benzyl)-1H-imidazol-4-amine